eicosamidobenzenesulfonic acid C(CCCCCCCCCCCCCCCCCCC)(=O)NC1=C(C=CC=C1)S(=O)(=O)O